(16S,19S)-14-methyl-20-oxa-9,14,17,27-tetrazapentacyclo[19.3.1.16,9.116,19.02,7]heptacosa-1(25),2,4,6(27),7,21,23-heptaen-15-one CN1CCCCN2C=C3C(C=CC=C3C=3C=CC=C(O[C@@H]4CN[C@H](C1=O)C4)C3)=N2